7-chloro-2-(1-(3-methoxycyclobutyl)piperidin-4-yl)-2,4-dimethylbenzo[d][1,3]dioxan-5-carboxylic acid ClC=1C=C(C2=C(OC(OC2C)(C)C2CCN(CC2)C2CC(C2)OC)C1)C(=O)O